methyl (R)-3-((1-(2-bromo-5-ethyl-9-methylimidazo[1,2-c]quinazolin-7-yl)ethyl)amino)-6-chloropicolinate BrC=1N=C2N(C(=NC=3C(=CC(=CC23)C)[C@@H](C)NC=2C(=NC(=CC2)Cl)C(=O)OC)CC)C1